1-(tert-butoxycarbonyl)-1,2,3,6-tetrahydro-4-pyridylboronic acid C(C)(C)(C)OC(=O)N1CCC(=CC1)B(O)O